2,4-Dichloro-8-(2-fluoro-6-methoxyphenoxy)quinoline-3-carbonitrile ClC1=NC2=C(C=CC=C2C(=C1C#N)Cl)OC1=C(C=CC=C1OC)F